4-[[(2R,3S,4R,5S)-3-[2-[(3,3-difluorocyclobutyl)methoxy]-3,4-difluoro-phenyl]-4,5-dimethyl-5-(trifluoromethyl)tetrahydrofuran-2-carbonyl]amino]pyridine-2-carboxamide FC1(CC(C1)COC1=C(C=CC(=C1F)F)[C@H]1[C@@H](O[C@@]([C@@H]1C)(C(F)(F)F)C)C(=O)NC1=CC(=NC=C1)C(=O)N)F